C(C)(C)N1CCC(CC1)S(=O)(=O)N1C=C(C=C1)C(=O)O ((1-isopropylpiperidin-4-yl)sulfonyl)-1H-pyrrole-3-carboxylic acid